OC1C(CN2CCC=C12)O 1,2-dihydroxytetrahydro-1H-pyrrolizine